ClC=1C=C(C=C2C=C(N=CC12)NC(C[C@H]1N(CCOC1)C(=O)OC(C)(C)C)=O)C=1C=NC=CC1C |r| (±)-tert-butyl 3-(2-(8-chloro-6-(4-methylpyridin-3-yl)isoquinolin-3-ylamino)-2-oxoethyl)morpholine-4-carboxylate